FC(C1=CC=C(C(=N1)C1=CC=C2C=CC=NC2=C1)C1=CN=C(O1)CC(C)(C)C)F 5-(6-(Difluoromethyl)-2-(chinolin-7-yl)pyridin-3-yl)-2-neopentyloxazol